2-(3-ethylsulfonyl-5-trifluoromethylpyridin-2-yl)-3-methyl-6-trifluoromethyl-3H-imidazo[4,5-b]pyridine 4-oxide C(C)S(=O)(=O)C=1C(=NC=C(C1)C(F)(F)F)C1=NC=2C(=[N+](C=C(C2)C(F)(F)F)[O-])N1C